C(CCCCCC(=O)O)(=O)OO peroxypimelic acid